CC=1N=C2N(N=C(C=C2)C(=O)[O-])C1.[K+] potassium 2-methylimidazo[1,2-b]pyridazine-6-carboxylate